[N+](=O)([O-])C=1C=C(C(=O)N(\C(=N/[H])\SC)C=2C=C3C=NN(C3=CC2)C2OCCCC2)C=CC1 (E)-methyl N-(3-nitrobenzoyl)-N-(1-(tetrahydro-2H-pyran-2-yl)-1H-indazol-5-yl)carbamimidothioate